bromo-6-methoxypyridazine BrC=1N=NC(=CC1)OC